FC1=CC2=C(SCC(N2CC(=O)O)=O)C=C1 2-(6-fluoro-3-oxo-2,3-dihydro-4H-benzo[b][1,4]thiazin-4-yl)acetic acid